4-((2S,5R)-4-((3,3-Difluorocyclobutyl)(4-(trifluoromethyl)phenyl)methyl)-2,5-dimethylpiperazin-1-yl)-1-(((S)-tetrahydrofuran-2-yl)methyl)-1H-[1,2,4]triazolo[3,4-b]purine FC1(CC(C1)C(N1C[C@@H](N(C[C@H]1C)C=1C=2N=CN(C2N2C(N1)=NN=C2)C[C@H]2OCCC2)C)C2=CC=C(C=C2)C(F)(F)F)F